3-((1-(N,N-dimethylaminosulfonyl)-1H-1,2,4-triazol-3-yl)disulfanyl)-N,N-dimethyl-1H-1,2,4-triazole-1-sulfonamide CN(S(=O)(=O)N1N=C(N=C1)SSC1=NN(C=N1)S(=O)(=O)N(C)C)C